2-methyl-1,3-dioxan-5-amine CC1OCC(CO1)N